3-methylindoline-1,6-dicarboxylic acid 1-(tert-butyl) 6-methyl ester COC(=O)C1=CC=C2C(CN(C2=C1)C(=O)OC(C)(C)C)C